COCCNS(O)(=O)=O 2-methoxyethylsulfamic acid